6-bromo-1-methyl-1,3-dihydro-2H-benzimidazol-2-one BrC=1C=CC2=C(N(C(N2)=O)C)C1